5-Methyl-6-(3-methylimidazo[4,5-c]pyridin-7-yl)-3-(4-morpholinoanilino)pyrazine-2-carboxamide CC=1N=C(C(=NC1C=1C2=C(C=NC1)N(C=N2)C)C(=O)N)NC2=CC=C(C=C2)N2CCOCC2